C(CCCCCCCCCCC)SCCNC(=S)NC 1-(2-(dodecylthio)ethyl)-3-methylthiourea